C(C)[C@H]1NC[C@@H](N(C1)C=1C=2C(N(C(C1)=O)C)=CNN2)C 7-((2S,5R)-5-ethyl-2-methylpiperazin-1-yl)-4-methyl-2,4-dihydro-5H-pyrazolo[4,3-b]pyridin-5-one